3-[2-(methylamino)ethyl]-4-hydroxyindole CNCCC1=CNC2=CC=CC(=C12)O